FC=1C(=NC(=NC1)NC1=CC=C(C=N1)CN1C[C@@](OCC1)(C)CCO)C=1C=C(C2=C(N(C(=N2)C)C(C)C)C1)F (R)-2-(4-((6-((5-fluoro-4-(4-fluoro-1-isopropyl-2-methyl-1H-benzo[d]imidazol-6-yl)pyrimidin-2-yl)amino)pyridin-3-yl)methyl)-2-methylmorpholin-2-yl)ethan-1-ol